C1(=CC=CC=C1)C=1C=CC=C2C=CN=CC12 8-Phenylisoquinoline